CN[C@@H](CO)C(=O)O methyl-L-serine